N-(3,3-dimethyl-2-oxo-1-((1-phenylazetidin-3-yl)methyl)indolin-6-yl)-1H-indole-3-carboxamide CC1(C(N(C2=CC(=CC=C12)NC(=O)C1=CNC2=CC=CC=C12)CC1CN(C1)C1=CC=CC=C1)=O)C